(1S,2S)-2-fluoro-N-(3-{6-[(1R)-1-hydroxybutyl]-4-methylpyridin-3-yl}-2-methoxy-1,6-naphthyridin-7-yl)cyclopropane-1-carboxamide F[C@@H]1[C@@H](C1)C(=O)NC1=NC=C2C=C(C(=NC2=C1)OC)C=1C=NC(=CC1C)[C@@H](CCC)O